C(CCCCC)(=O)OCC(OC(CCCCC)=O)COC(CCCCC)=O glycerol tricaproate